O1C(C(OCC1)=O)=O dioxandione